(R)-2-((5-fluoro-1H-indol-2-yl)(5-fluoro-2-hydroxyphenyl)methyl)-6-(4-(piperazin-1-yl)phenyl)isoindolin-1-one FC=1C=C2C=C(NC2=CC1)[C@H](N1C(C2=CC(=CC=C2C1)C1=CC=C(C=C1)N1CCNCC1)=O)C1=C(C=CC(=C1)F)O